2-(2-isopropylphenyl)-7-methyl-9-(4-(1-(1-methylazetidin-3-yl)-4-(trifluoromethyl)-1H-imidazol-2-yl)benzyl)-7,9-dihydro-8H-purin-8-one C(C)(C)C1=C(C=CC=C1)C1=NC=C2N(C(N(C2=N1)CC1=CC=C(C=C1)C=1N(C=C(N1)C(F)(F)F)C1CN(C1)C)=O)C